1-(6-chloro-2-(2,6-dichloro-3,5-dimethoxyphenyl)pyrido[3,4-d]pyrimidin-4-yl)-3-methylazetidin-3-ol ClC1=CC2=C(N=C(N=C2N2CC(C2)(O)C)C2=C(C(=CC(=C2Cl)OC)OC)Cl)C=N1